(2-(quinazolin-4-yloxy)ethyl)morpholine N1=CN=C(C2=CC=CC=C12)OCCN1CCOCC1